7-((2-oxaspiro[3.3]heptan-6-yl)amino)pentadecanedioic acid 1-(dodecane-2-yl) 15-(heptadecane-9-yl) ester CCCCCCCCC(CCCCCCCC)OC(CCCCCCCC(CCCCCC(=O)OC(C)CCCCCCCCCC)NC1CC2(COC2)C1)=O